CC1(C(NC2=CC=CC=C12)=O)C 3,3-dimethylindolin-2-one